C(C)(C)(C)NS(=O)(=O)C1=CC(=CC=C1)NC1=NC(=NC=C1C)NC1=CC=C(C=C1)N1CCN(CC1)CC1=C(C=CC=C1)NC1C(NC(CC1)=O)=O N-(tert-butyl)-3-((2-((4-(4-(2-((2,6-dioxopiperidin-3-yl)amino)benzyl)piperazin-1-yl)phenyl)amino)-5-methylpyrimidin-4-yl)amino)benzenesulfonamide